CN(CC(=O)NC=1C=C(C=2N(C1)C(=C(N2)C)C)NCC2=C(C=CC=C2C)C)C 2-(Dimethylamino)-N-(8-((2,6-dimethylbenzyl)amino)-2,3-dimethylimidazo[1,2-a]pyridin-6-yl)acetamide